ClC1=CC=C2C=C(C(NC2=N1)=O)C1=CC2=CN(N=C2C=C1)C 7-chloro-3-(2-methyl-2H-indazol-5-yl)-1,8-naphthyridin-2(1H)-one